Methylenebis-benzo-triazolyl-tetramethyl-butylphenol C=C(C(C1=C(C(=C(C(=C1C)C)C)C)O)(C1=CC=CC=2NN=NC21)C2=CC=CC=1NN=NC12)CC